2-[6-[4-Chloro-3-(1,1-difluoroethyl)phenyl]pyrazolo[3,4-b]pyrazin-1-yl]-1-(3-fluoroazetidin-1-yl)ethanone ClC1=C(C=C(C=C1)C1=CN=C2C(=N1)N(N=C2)CC(=O)N2CC(C2)F)C(C)(F)F